1-(3,4-dimethoxyphenethyl)-4-(3-phenylpropyl)-piperazine dihydrochloride Cl.Cl.COC=1C=C(CCN2CCN(CC2)CCCC2=CC=CC=C2)C=CC1OC